N-(2-methanesulfonylethyl)-5-phenyl-2-(pyridin-2-yl)thieno[2,3-d]pyrimidin-4-amine CS(=O)(=O)CCNC=1C2=C(N=C(N1)C1=NC=CC=C1)SC=C2C2=CC=CC=C2